C1(CC1)C=1C=C(C=CC1)C1CC2(CN(C2)C(=O)C2CC(C2)(C)O)C1 (6-(3-cyclopropylphenyl)-2-azaspiro[3.3]hept-2-yl)((1s,3s)-3-hydroxy-3-methylcyclobutyl)methanone